FC=1C=CC2=C(CCO2)C1CNC1=NC=C(C=2N1C=NN2)C=2C=1N(C(=NC2)C)N=CN1 N-((5-fluoro-2,3-dihydrobenzofuran-4-yl)methyl)-8-(5-methyl-[1,2,4]triazolo[1,5-c]pyrimidin-8-yl)-[1,2,4]triazolo[4,3-c]pyrimidin-5-amine